ClC1=CC=C2C(=C1)NC(C21N(C(C=2N=C(N(C21)C(C)C)C2=C(C=C(C=C2)N(CC)CC)OC)=O)C2=C(C=CC(=C2)Cl)C)=O 6-chloro-5'-(5-chloro-2-methylphenyl)-2'-(4-(diethylamino)-2-methoxyphenyl)-3'-isopropyl-3'H-spiro[indoline-3,4'-pyrrolo[3,4-d]imidazole]-2,6'(5'H)-dione